ClC=1C=CC(=C(C1)C1=NC(=NO1)[C@@H]1CC12CCN(CC2)S(=O)(=O)N)OC (1R)-1-[5-(5-Chloro-2-methoxyphenyl)-1,2,4-oxadiazol-3-yl]-6-azaspiro[2.5]octan-6-sulfonamid